1-(3-(isoindolin-2-yl)propanoyl)piperidin-4-one C1N(CC2=CC=CC=C12)CCC(=O)N1CCC(CC1)=O